C1(CCCCC1)[S+](C1=CC=CC=C1)C1=CC=CC=C1 Cyclohexyl-diphenylsulfonium